N-(8,9-difluoro-6-oxo-1,4,5,6-tetrahydro-2H-pyrano[3,4-c]isoquinolin-1-yl)-4-(difluoromethyl)-5-fluoro-N-methyl-1H-indole-2-carboxamide FC=1C(=CC=2C3=C(NC(C2C1)=O)COCC3N(C(=O)C=3NC1=CC=C(C(=C1C3)C(F)F)F)C)F